CC=1C=CC(=NC1)N[C@H]1C[C@H](CCC1)C(=O)O (1S,3R)-3-((5-methylpyridin-2-yl)amino)cyclohexanecarboxylic acid